Cl.N[C@@H](C(=O)OC)CC=1SC=CC1 methyl (2R)-2-amino-3-(thiophen-2-yl)propanoate hydrochloride